2-(3,5-Dichloro-4-(4-hydroxy-3-isopropylbenzyl)phenoxy)-N-(pyridazin-4-yl)acetamide ClC=1C=C(OCC(=O)NC2=CN=NC=C2)C=C(C1CC1=CC(=C(C=C1)O)C(C)C)Cl